Thiothymidine-5'-triphosphate P(O)(=O)(OP(=O)(O)OP(=O)(O)O)OC[C@@H]1[C@H](C[C@@H](O1)N1C(=S)NC(=O)C(C)=C1)O